CC(C)(OC(=O)CN[C@@H](C(=O)O)CC(C)(C)C)C 2-[[(1,1-dimethylethoxy)carbonyl]methylamino]-4,4-dimethyl-(2R)-pentanoic acid